(S)-1-(5-cyclohexyl-4,5-dihydro-1H-pyrazol-1-yl)-2,2-dimethylpropan-1-one C1(CCCCC1)[C@@H]1CC=NN1C(C(C)(C)C)=O